ClC[C@H](O)C=1C=C(C(=CC1)O)O (R)-4-(2-chloro-1-hydroxyethyl)benzene-1,2-diol